C1(CC1)C1=C(C(=NO1)C1=C(C=CC=C1Cl)Cl)C1(CC2(C1)CCC(CC2)OC=2SC1=C(N2)C(=CC=C1)F)O 2-((2-(5-Cyclopropyl-3-(2,6-dichlorophenyl)isoxazol-4-yl)-2-hydroxyspiro[3.5]nonan-7-yl)oxy)-4-fluorobenzo[d]thiazol